[Pd](Cl)Cl.C(C)#N monoacetonitrile palladium chloride